CC(C(C)=O)CC 3-methyl-2-ketopentan